CN(C1CN(CC1)CCC=O)C 3-[3-(DIMETHYLAMINO)PYRROLIDIN-1-YL]PROPANAL